1-(5-((4-methoxybenzyl)amino)-7-(4-(trifluoromethyl)phenyl)-3,4-dihydroisoquinolin-2(1H)-yl)prop-2-en-1-one COC1=CC=C(CNC2=C3CCN(CC3=CC(=C2)C2=CC=C(C=C2)C(F)(F)F)C(C=C)=O)C=C1